3-[6-Chloro-3-[(1R)-1-(3,6-dimethyl-4-oxo-2-phenyl-chromen-8-yl)ethoxy]-2-pyridyl]-4H-1,2,4-oxadiazol-5-one ClC1=CC=C(C(=N1)C1=NOC(N1)=O)O[C@H](C)C=1C=C(C=C2C(C(=C(OC12)C1=CC=CC=C1)C)=O)C